C(C1=CC=CC=C1)(=O)OC(=S)SC ((methylthio) thiocarbonyl) benzoate